CC1=C(C(=NN1C(F)F)C(=O)O[C@@H]1COCC[C@H]1NC1=NN2C(C=N1)=C(C(=C2C(C)C)C2C(C2)(F)F)F)Br (3S,4R)-4-((6-(2,2-difluorocyclopropyl)-5-fluoro-7-isopropylpyrrolo[2,1-f][1,2,4]triazin-2-yl)amino)tetrahydro-2H-pyran-3-ol Methyl-4-bromo-1-(difluoromethyl)pyrazole-3-carboxylate